Cl.ClC1=C(C=C(C=2C(=C3N(C12)CCN(C3)C(C)=O)C=3C=NNC3)NCC)Cl 1-(6,7-dichloro-9-(ethylamino)-10-(1H-pyrazol-4-yl)-3,4-dihydropyrazino[1,2-a]indol-2(1H)-yl)ethan-1-one hydrochloride